5-ethyl-10-(4-methoxybenzyl)-8,8-dimethyl-5-(3-(trifluoromethyl)phenyl)-5,8,9,10-tetrahydrobenzo[b][1,8]naphthyridin-6(7H)-one C(C)C1(C2=C(N(C=3N=CC=CC13)CC1=CC=C(C=C1)OC)CC(CC2=O)(C)C)C2=CC(=CC=C2)C(F)(F)F